N-(4-amino-1-((2-(trimethylsilyl)ethoxy)methyl)-1H-pyrazolo[4,3-c]pyridin-7-yl)-2-((2R,5S)-5-methyl-2-(2-(tetrahydro-2H-pyran-4-yl)benzo[d]thiazol-5-yl)piperidin-1-yl)-2-oxoacetamide NC1=NC=C(C2=C1C=NN2COCC[Si](C)(C)C)NC(C(=O)N2[C@H](CC[C@@H](C2)C)C=2C=CC1=C(N=C(S1)C1CCOCC1)C2)=O